ClC=1C=CC=C2C=CC=C(C12)C1=C(C=2N=C(N=C(C2C=N1)N1C[C@H]2CC[C@@H](C1)N2C(=O)OC(C)(C)C)OCC2COC(OC2)(C)C)F tert-butyl (1R,5S)-3-(7-(8-chloronaphthalen-1-yl)-2-((2,2-dimethyl-1,3-dioxan-5-yl)methoxy)-8-fluoropyrido[4,3-d]pyrimidin-4-yl)-3,8-diazabicyclo[3.2.1]octane-8-carboxylate